5-ethynyl-2-methylthiophene C(#C)C1=CC=C(S1)C